C(#N)C=1C=NC(=NC1)B(O)O (5-cyanopyrimidin-2-yl)boronic acid